BrC1=CC(=C(C=C1)C(=O)N1CCOC2(C1)C=C(C(C(C2)(C)C)=O)C#N)N2N=NC=C2 4-[4-bromo-2-(1H-1,2,3-triazol-1-yl)benzene-1-carbonyl]-10,10-dimethyl-9-oxo-1-oxa-4-azaspiro[5.5]undec-7-ene-8-carbonitrile